ONC(=O)C1=CC2=C(OCC(N2CC2=CC=C(C=C2)S(=O)(=O)C)=O)C=C1 N-hydroxy-4-(4-(methylsulfonyl)benzyl)-3-oxo-3,4-dihydro-2H-benzo[b][1,4]oxazine-6-carboxamide